Cl.Cl.FC1(CN[C@@H]2[C@H]1N(CC2)C[C@H](C(C(=O)OCC=C)(C)C)O)F |o1:12| (S*)-Allyl 4-((cis)-6,6-difluorohexahydropyrrolo[3,2-b]pyrrol-1(2H)-yl)-3-hydroxy-2,2-dimethylbutanoate dihydrochloride